S(=O)(=O)(ON1[C@@H]2CC[C@H](N(C1=O)C2)C(NC2CC(CC2)NC(C)=O)=N)O (2S,5R)-2-(N-(3-Acetamidocyclopentyl) carbamimidoyl)-7-oxo-1,6-diazabicyclo[3.2.1]octan-6-yl hydrogen sulfate